3-[2,3-Difluoro-4-[(1S,4S)-2-oxa-5-azabicyclo[2.2.1]heptan-5-yl]anilino]-5-(methylamino)-6-(3-methylimidazo[4,5-c]pyridin-7-yl)pyrazine-2-carboxamide FC1=C(NC=2C(=NC(=C(N2)NC)C=2C3=C(C=NC2)N(C=N3)C)C(=O)N)C=CC(=C1F)N1[C@@H]3CO[C@H](C1)C3